BrC=1N=C(N(N1)C1=NC=CC=N1)[C@H](C)NC(C1=CC(=CC(=C1)C(F)(F)F)S(=O)(=O)C)=O N-[(1S)-1-(5-bromo-2-pyrimidin-2-yl-1,2,4-triazol-3-yl)ethyl]-3-methylsulfonyl-5-(trifluoromethyl)benzamide